C(C1=CC=CC=C1)OC1=C(C=C2C(=CNC2=C1)C=1C(N(C(C1Br)=O)CC1=C(C=C(C=C1)OC)OC)=O)F 3-(6-(benzyloxy)-5-fluoro-1H-indol-3-yl)-4-bromo-1-(2,4-dimethoxybenzyl)-1H-pyrrole-2,5-dione